[4-methyl-5-[[4-[[2-methyl-5-[(2,2,2-trifluoroacetyl)ammonio]pentanoyl]amino]-5-oxo-5-(4-pyrrolidin-1-ylbutoxy)pentyl]amino]-5-oxo-pentyl]-(2,2,2-trifluoroacetyl)ammonium CC(CCC[NH2+]C(C(F)(F)F)=O)C(=O)NCCCC(C(OCCCCN1CCCC1)=O)NC(C(CCC[NH2+]C(C(F)(F)F)=O)C)=O